[N+](=O)([O-])C1=CC=C(OC2CN(C2)C=2C(=C(C(=O)O)C=CC2)N2C=CC=C2)C=C1 3-(3-(4-nitrophenoxy)azetidin-1-yl)-2-(1H-pyrrol-1-yl)benzoic acid